4-(5-Chlorofuran-2-yl)-1,3-bis(2,4-difluorophenyl)-N-(2-(2-(dimethylamino)ethoxy)ethyl)-5-methyl-4,5-dihydro-1H-pyrazole-5-carboxamide ClC1=CC=C(O1)C1C(=NN(C1(C(=O)NCCOCCN(C)C)C)C1=C(C=C(C=C1)F)F)C1=C(C=C(C=C1)F)F